ClC=1C=CC(=C(C1)NC(CC1=CC=C(C=C1)Cl)=O)OCCOC N-(5-chloro-2-(2-methoxyethoxy)phenyl)-2-(4-chlorophenyl)acetamide